2,3-difluoro-6-nitro-benzonitrile FC1=C(C#N)C(=CC=C1F)[N+](=O)[O-]